(S)-N-(2-methyl-5-(2-(2-methylpyrrolidin-1-yl)acetamido)pyridin-3-yl)-2-(pyridin-3-yl)-1H-pyrrolo[2,3-b]pyridine-5-carboxamide CC1=NC=C(C=C1NC(=O)C=1C=C2C(=NC1)NC(=C2)C=2C=NC=CC2)NC(CN2[C@H](CCC2)C)=O